2-(diphenylphosphineoyl)ethyltriethoxysilane C1(=CC=CC=C1)P(=O)(CC[Si](OCC)(OCC)OCC)C1=CC=CC=C1